COC1=C(C=CC(=C1OC)OC)CC(=O)O 2,3,4-trimethoxyphenylacetic acid